(2E)-3,4-DIMETHYLPENT-2-ENOIC ACID C\C(=C/C(=O)O)\C(C)C